8-(4-(1H-pyrazol-5-yl)phenyl)-6-(1-methyl-6-oxo-1,6-dihydropyridin-3-yl)-2-((2,2,2-trifluoroethyl)amino)pyrido[2,3-d]pyrimidin-7(8H)-one N1N=CC=C1C1=CC=C(C=C1)N1C(C(=CC2=C1N=C(N=C2)NCC(F)(F)F)C2=CN(C(C=C2)=O)C)=O